CC1=C2C=C(CC2=C(C=C1)C)C1=C(C=CC=C1)C=1C(=CC=C(C1)OC)O 2'-(4,7-dimethyl-1H-inden-2-yl)-5-methoxy-[1,1'-biphenyl]-2-ol